2-((((2,5-dioxopyrrolidin-1-yl)oxy)carbonyl)oxy)ethyl 2-((ethoxycarbonothioyl)thio)propanoate C(C)OC(=S)SC(C(=O)OCCOC(=O)ON1C(CCC1=O)=O)C